N-(4-((4-((5-(2,4-dioxotetrahydropyrimidin-1(2H)-yl)pyridin-2-yl)methyl)piperazin-1-yl)methyl)-3-(trifluoromethyl)phenyl)-3-(imidazo[1,2-b]pyridazin-3-ylethynyl)-4-methylbenzamide O=C1N(CCC(N1)=O)C=1C=CC(=NC1)CN1CCN(CC1)CC1=C(C=C(C=C1)NC(C1=CC(=C(C=C1)C)C#CC1=CN=C2N1N=CC=C2)=O)C(F)(F)F